ClC=1C=C(OC2=NC=C(C=N2)C=2C=C(C=NC2)N[C@@H]2CN(CC2)C(=O)OC(C)(C)C)C=CC1 tert-butyl (3S)-3-[[5-[2-(3-chloro-phenoxy)pyrimidin-5-yl]-3-pyridyl]amino]pyrrolidine-1-carboxylate